BrC=1C=C2C(CC(OC2=CC1)(C)C)=O 6-bromo-2,2-dimethyl-chroman-4-one